BrC=1C=C(C=CC1)C1(CC(C(N1)=O)(F)F)OCC 5-(3-bromophenyl)-5-ethoxy-3,3-difluoropyrrolidin-2-one